tert-Butyl 2-((7-methoxy-4-(1-methyl-3-phenyl-1H-pyrazol-4-yl)quinazolin-6-yl)carbamoyl)azetidine-1-carboxylate COC1=C(C=C2C(=NC=NC2=C1)C=1C(=NN(C1)C)C1=CC=CC=C1)NC(=O)C1N(CC1)C(=O)OC(C)(C)C